8-ethyl-5-fluoro-3,3-dimethyl-3,4-dihydroquinoxaline-2(1H)-thione C(C)C=1C=CC(=C2NC(C(NC12)=S)(C)C)F